4-amino-N-((3S)-6-methoxy-2,3-dihydrofuro[2,3-b]pyridin-3-yl)-N-methyl-1,3-dihydrofuro[3,4-c]quinoline-8-carboxamide NC1=NC=2C=CC(=CC2C2=C1COC2)C(=O)N(C)[C@@H]2COC1=NC(=CC=C12)OC